FC1(C(C1)COC=1C=C2CCN3C(C2=CC1)=C(C(C=C3NCC3OCCC3)=O)C)F 9-(2,2-Difluoro-cyclopropylmethoxy)-1-methyl-4-[(tetrahydro-furan-2-ylmethyl)-amino]-6,7-dihydro-pyrido[2,1-a]isoquinolin-2-one